6-(4-chlorophenyl)-2-(5-fluoropyridin-3-yl)-N-[(2S)-1-hydroxy-3-methylbutan-2-yl]-3-oxo-2,3-dihydropyridazine-4-carboxamide ClC1=CC=C(C=C1)C=1C=C(C(N(N1)C=1C=NC=C(C1)F)=O)C(=O)N[C@H](CO)C(C)C